1-(5-(4-AMINO-7-(2-HYDROXYETHYL)-7H-PYRROLO[2,3-D]PYRIMIDIN-5-YL)IMIDAZO[1,2-A]PYRIDIN-8-YL)-3-(5-(1-(TRIFLUOROMETHYL)CYCLOPROPYL)ISOXAZOL-3-YL)UREA NC=1C2=C(N=CN1)N(C=C2C2=CC=C(C=1N2C=CN1)NC(=O)NC1=NOC(=C1)C1(CC1)C(F)(F)F)CCO